(R)-9-benzyl-5-(methylsulfonyl)-10-oxo-5,6,7,8,9,10-hexahydrocyclohepta[b]indole-9-carbonitrile C(C1=CC=CC=C1)[C@@]1(C(C2=C(N(C3=CC=CC=C23)S(=O)(=O)C)CCC1)=O)C#N